C(C)C(C(=O)O)C.C(CC)(=O)OCC ethyl propionate (ethylpropionate)